NC[C@@H](C(=O)OC)C Methyl (S)-3-amino-2-methylpropanoate